ClC=1C(=NC=C(C1[C@@H](C)OC=1C=C2C(=NNC2=CC1OC)C=1C=CC(=NC1)N1CC(C1)O)Cl)C 1-[5-[5-[(1R)-1-(3,5-dichloro-2-methyl-4-pyridyl)ethoxy]-6-methoxy-1H-indazol-3-yl]-2-pyridyl]azetidin-3-ol